NCCOCCOCCN(C(CCCCCCCCC(=O)OCC(CCCCCC)CCCC)CCCCCCCCC(=O)OCC(CCCCCC)CCCC)CCCCCCCCC bis(2-butyloctyl) 10-[2-[2-(2-aminoethoxy)ethoxy]ethyl-nonyl-amino]nonadecanedioate